C[C@H]1NC2(CC2)C[C@@H](C1)OC1=CC=C(N=N1)C1=NC=C(C=C1O)C=1C=NN(C1)C([2H])([2H])[2H] 2-(6-{[(5R,7R)-5-methyl-4-azaspiro[2.5]octan-7-yl]oxy}pyridazin-3-yl)-5-[1-(2H3)methyl-1H-pyrazol-4-yl]pyridin-3-ol